N-(2-ethyl-6-(1-(methylsulfonyl)-1,2,3,6-tetrahydropyridin-4-yl)imidazo[1,2-a]pyridin-3-yl)-3-(4-fluorophenyl)-N-methyl-1,2,4-thiadiazol-5-amine C(C)C=1N=C2N(C=C(C=C2)C=2CCN(CC2)S(=O)(=O)C)C1N(C1=NC(=NS1)C1=CC=C(C=C1)F)C